1-(4-chloro-3-trifluoromethylphenyl)-3-(5-(3-hydroxypyrrole-1-carbonyl)-2,3,4,9-tetrahydro-1H-carbazol-3-yl)urea ClC1=C(C=C(C=C1)NC(=O)NC1CCC=2NC3=CC=CC(=C3C2C1)C(=O)N1C=C(C=C1)O)C(F)(F)F